tert-butyl ((1R,4R)-4-((2-(2-(2-hydroxyethoxy)ethoxy)ethoxy)methyl)cyclohexyl)carbamate OCCOCCOCCOCC1CCC(CC1)NC(OC(C)(C)C)=O